ClC1=C(C=C(C=C1)F)[C@@H]([C@H](C)C=1N(C(C(=C(N1)C(=O)NC=1C=NOC1)O)=O)C)C=1C=NN(C1)C 2-((1s,2s)-1-(2-chloro-5-fluorophenyl)-1-(1-methyl-1H-pyrazol-4-yl)propan-2-yl)-5-hydroxy-N-(isoxazol-4-yl)-1-methyl-6-oxo-1,6-dihydropyrimidine-4-carboxamide